FC(N1C(C(=CC=C1)NC(=O)C=1C(=CC=2N(C1)C=C(N2)C21COC(C2)(C1)C)OC1CC(C1)C(F)F)=O)F N-(1-(difluoromethyl)-2-oxo-1,2-dihydropyridin-3-yl)-7-(3-(difluoromethyl)cyclobutoxy)-2-(1-methyl-2-oxabicyclo[2.1.1]hexan-4-yl)imidazo[1,2-a]pyridine-6-carboxamide